N,N-bis[(4-methoxyphenyl)methyl]-1H-pyrazole-4-sulfonamide COC1=CC=C(C=C1)CN(S(=O)(=O)C=1C=NNC1)CC1=CC=C(C=C1)OC